methyl (R)-3-(1-((tert-butoxycarbonyl)amino)-8-azaspiro[4.5]decan-8-yl)-6-(2,3-dichlorophenyl)-5-methylpyrazine-2-carboxylate C(C)(C)(C)OC(=O)N[C@@H]1CCCC12CCN(CC2)C=2C(=NC(=C(N2)C)C2=C(C(=CC=C2)Cl)Cl)C(=O)OC